(E)-N-[(5-bromoquinazolin-8-yl)methylene]Hydroxylamine 6-Octadecenyl-valerate C(CCCCC=CCCCCCCCCCCC)OC(CCCC)=O.BrC1=C2C=NC=NC2=C(C=C1)\C=N\O